S1C=NC2=C1C=CC(=C2)NC2=CC=NC1=CC=C(C=C21)C2=C(C=C(CN1CC3(CN(C3)C(=O)OC(C)(C)C)C1)C=C2)F tert-butyl 6-(4-(4-(benzo[d]thiazol-5-ylamino)quinolin-6-yl)-3-fluorobenzyl)-2,6-diazaspiro[3.3]heptane-2-carboxylate